4-(5-methylfuran-2-yl)-4-oxo-2-phenylbutyronitrile CC1=CC=C(O1)C(CC(C#N)C1=CC=CC=C1)=O